Pyridine-6-carboxylic acid phenylmethyl ester C1(=CC=CC=C1)COC(=O)C1=CC=CC=N1